C(C)(C)N1C(=NCC1)C1=CC=CC(=N1)N1CCN(CC1)CC1=CC=C(CC=2C=3C4=C(C(N(C4=CC2)C2C(NC(CC2)=O)=O)=O)C=CC3)C=C1 3-(6-(4-((4-(6-(1-isopropyl-4,5-dihydro-1H-imidazol-2-yl)pyridin-2-yl)piperazin-1-yl)methyl)benzyl)-2-oxobenzo[cd]indol-1(2H)-yl)piperidine-2,6-dione